C1=NC(=CC2=C1NC1=CC=CC=C21)C(=O)OC methyl 9H-pyrido[3,4-b]indole-3-carboxylate